N-(2-chloro-8-(2-chlorophenyl)imidazo[1,2-b]pyridazin-7-yl)-N'-(2,4-difluorophenyl)urea ClC=1N=C2N(N=CC(=C2C2=C(C=CC=C2)Cl)NC(=O)NC2=C(C=C(C=C2)F)F)C1